ClC=1N=CC=C2C1N(C(=C2)\C=C(/C)\[N+](=O)[O-])CC2CC2 (E)-7-chloro-1-(cyclopropylmethyl)-2-(2-nitroprop-1-en-1-yl)-1H-pyrrolo[2,3-c]pyridine